C(C)(C)NCCCCCCC(=O)NC=1SC=C(N1)C1=CC=CC=C1 7-(isopropyl-amino)-N-(4-phenylthiazol-2-yl)heptanamide